NC=1C(=CC(=C(C1)C=1C(N(C2=CC(=NC=C2C1)NC)CC(F)(F)F)=O)Br)F 3-(5-amino-2-bromo-4-fluorophenyl)-7-(methylamino)-1-(2,2,2-trifluoroethyl)-1,6-naphthyridin-2(1H)-one